4-[3-[2,6-Dichloro-4-[4-(oxetan-3-yl)piperazin-1-yl]benzoyl]-2,4-dihydro-1,3-benzoxazin-8-yl]-2-morpholin-4-ylbenzoic acid ClC1=C(C(=O)N2COC3=C(C2)C=CC=C3C3=CC(=C(C(=O)O)C=C3)N3CCOCC3)C(=CC(=C1)N1CCN(CC1)C1COC1)Cl